OC1CCN(CC1)C1=NC=C(C=C1NC(=O)C1=NC=C(C=C1)C=1C=NNC1)C(F)(F)F N-[2-(4-hydroxy-1-piperidyl)-5-(trifluoromethyl)-3-pyridyl]-5-(1H-pyrazol-4-yl)pyridine-2-carboxamide